(1S,3R)-3-(3-{[(2-methoxypyridin-4-yl)acetyl]amino}-1H-pyrazol-5-yl)cyclopentyl(trans-4-hydroxycyclohexyl)carbamate COC1=NC=CC(=C1)CC(=O)NC1=NNC(=C1)[C@H]1C[C@H](CC1)N(C([O-])=O)[C@@H]1CC[C@H](CC1)O